NC12CCCC(CC1)N2CC=2C=CC(=C(C2)C2=CC(=C(C=C2)C#N)F)C=2C=C1C=NN(C1=CC2F)CC(C)(C)O 5'-(((3-endo)-amino-8-azabicyclo[3.2.1]oct-8-yl)methyl)-3-fluoro-2'-(6-fluoro-1-(2-hydroxy-2-methylpropyl)-1H-indazol-5-yl)-[1,1'-biphenyl]-4-carbonitrile